(R)-3-amino-1-(2-((6-amino-9H-purin-9-yl)methyl)-4-fluoro-3-(trifluoromethyl)phenyl)-N-((2-aminopyrimidin-4-yl)methyl)pyrrolidine-3-carboxamide N[C@]1(CN(CC1)C1=C(C(=C(C=C1)F)C(F)(F)F)CN1C2=NC=NC(=C2N=C1)N)C(=O)NCC1=NC(=NC=C1)N